[Si].C(C)O[Si](CC[Si](OCC)(OCC)OCC)(OCC)OCC 1,2-bis(triethoxysilyl)ethane silicon